C(C)[C@@H]1C(C=C[C@@H](O1)CC(=O)O)=O.C1(=CC=CC=C1)CC=1C(=NC=CC1)C1=C(C=CC=C1)F phenylmethyl-(fluorophenyl)pyridine (2S,6R)-6-ethyl-5-oxo-5,6-dihydro-2H-pyran-2-yl-acetate